[Sc].C(C=1C(C(=O)O)=CC=CC1)(=O)O phthalic acid scandium